O1C(OCC1)C1CCN(CC1)C1=CC(=C(C=C1F)C1C(C(N1C1=C(C(=CC(=C1)F)F)OCC1=CC=CC=C1)=O)(CC)CC)OC 4-(4-(4-(1,3-dioxolan-2-yl)piperidin-1-yl)-5-fluoro-2-methoxyphenyl)-1-(2-(benzyloxy)-3,5-difluorophenyl)-3,3-diethylazetidin-2-one